N[C@H](C(=O)O)C(CC)C (S)-2-amino-3-methylpentanoic acid